4-tertiary butyl-2,5-dichlorotoluene C(C)(C)(C)C1=CC(=C(C)C=C1Cl)Cl